(5S)-N-Isothiazol-3-yl-1,5-dimethyl-2-oxo-6,7-dihydro-5H-cyclopenta[b]pyridine-3-carboxamide S1N=C(C=C1)NC(=O)C1=CC2=C(N(C1=O)C)CC[C@@H]2C